N1(CCCCCC1)C=1N=C(C2=C(C=NNC2=O)N1)NC=1C=CC(=NC1)N1CCN(CC1)C(CC#N)=O 3-(4-(5-((2-(azepan-1-yl)-5-oxo-5,6-dihydropyrimido[4,5-d]pyridazin-4-yl)amino)pyridin-2-yl)piperazin-1-yl)-3-oxopropanenitrile